3-(5-bromo-3-methyl-2-oxo-benzimidazol-1-yl)-3-methyl-piperidine-2,6-dione BrC1=CC2=C(N(C(N2C)=O)C2(C(NC(CC2)=O)=O)C)C=C1